((3-(2-methoxyphenyl)allyl)amino)-3-(quinolin-7-yloxy)propan-2-ol COC1=C(C=CC=C1)C=CCNCC(COC1=CC=C2C=CC=NC2=C1)O